(S)-1-benzyl-5-oxopyrrolidine-2-carboxylic acid tert-butyl ester C(C)(C)(C)OC(=O)[C@H]1N(C(CC1)=O)CC1=CC=CC=C1